1-Methyl-2-(6-trifluoromethyl-benzothiazol-2-ylamino)-1H-benzoimidazole-5-carboxylic acid ((S)-1-methyl-2-morpholin-4-yl-2-oxo-ethyl)-amide C[C@@H](C(=O)N1CCOCC1)NC(=O)C1=CC2=C(N(C(=N2)NC=2SC3=C(N2)C=CC(=C3)C(F)(F)F)C)C=C1